C1(CC(CC(C1)O)O)(O)CCCC1(CC(CC(C1)O)O)O trimethylenebis(1,3,5-cyclohexanetriol)